4-phenylbutyramide C1(=CC=CC=C1)CCCC(=O)N